BrC1=C(C=C(C=C1)N1C(C(CC1)N(C)C)=O)F 1-(4-Bromo-3-fluorophenyl)-3-(dimethylamino)pyrrolidin-2-one